CC(C[C@@H](C(NNCC1C(NCC1)=O)=O)NC(OCC1=CC=CC=C1)=O)C benzyl N-[(1S)-3-methyl-1-[[(2-oxo-pyrrolidin-3-yl)methylamino]carbamoyl]butyl]carbamate